(2S,4S)-tert-butyl 2-(7-((3,4-difluorobenzyl)oxy)-9-oxo-2,3,4,9,11,11a-hexahydro-1H-pyrazino[1',2':3,4]imidazo[1,2-c]pyrimidine-2-carbonyl)-4-fluoropyrrolidine-1-carboxylate FC=1C=C(COC=2C=C3N(C(N2)=O)CC2N3CCN(C2)C(=O)[C@H]2N(C[C@H](C2)F)C(=O)OC(C)(C)C)C=CC1F